6-(2-hydroxy-2-methylpropoxy)-4-(6-(6-((5-methoxypyridin-2-yl)methyl)-3,6-diazabicyclo[3.1.1]heptan-3-yl)pyridin-3-yl)pyrazolo[1,5-a]pyridine-3-carbonitrile OC(COC=1C=C(C=2N(C1)N=CC2C#N)C=2C=NC(=CC2)N2CC1N(C(C2)C1)CC1=NC=C(C=C1)OC)(C)C